C(#N)C(C)(C=1N=C(NC1)C1=C(C=CC(=C1)OC=1C(=C2C=CNC2=CC1F)S(=O)(=O)C)F)C=1C=C(C=CC1)CCC(=O)O 3-(3-(1-Cyano-1-(2-(2-fluoro-5-((6-fluoro-4-(methylsulfonyl)-1H-indol-5-yl)oxy)phenyl)-1H-imidazol-4-yl)ethyl)phenyl)propanoic acid